BrC=1C=C(C2=C(N(C(=N2)Cl)C(C)C)C1)F 6-bromo-2-chloro-4-fluoro-1-isopropyl-1H-benzo[d]imidazole